ClC1=NC2=CC=CC=C2C(=N1)NC=1N=CN(C1)C 2-chloro-N-(1-methyl-1H-imidazol-4-yl)quinazolin-4-amine